tert-butyl N-tert-butoxycarbonyl-N-[6-[[[4-chloro-5-(chloromethyl)thiophene-2-carbonyl]amino]methyl]-1-isoquinolyl]carbamate C(C)(C)(C)OC(=O)N(C(OC(C)(C)C)=O)C1=NC=CC2=CC(=CC=C12)CNC(=O)C=1SC(=C(C1)Cl)CCl